ClC1=CC=C(OC=2C=C(C=CC2NS(=O)(=O)CC)C2=NNC(=C2C(=O)N)NC2=NC=CN=C2)C=C1 3-(3-(4-chlorophenoxy)-4-(ethylsulfonamido)phenyl)-5-(pyrazin-2-ylamino)-1H-pyrazole-4-carboxamide